FC(C(=O)O)(F)F.COC1=NC=2N(C=C1NC(=O)N1CCC=3C1=NC=CC3N3C[C@@H](NCC3)C)C=C(N2)C (S)-N-(7-methoxy-2-methylimidazo[1,2-a]pyrimidin-6-yl)-4-(3-methylpiperazin-1-yl)-2,3-dihydro-1H-pyrrolo[2,3-b]pyridine-1-carboxamide 2,2,2-trifluoroacetate